FC(C1=CC=C2C(=N1)NC=C2S(=O)(=O)NC=2C(=NC(=C(C2)F)OC)OC)F 6-(Difluoromethyl)-N-(5-fluoro-2,6-dimethoxypyridin-3-yl)-1H-pyrrolo[2,3-b]pyridin-3-sulfonamid